BrC=1C=C2C(C(=COC2=CC1)C1=C(C=CC=C1)F)=O 6-bromo-3-(2-fluorophenyl)-4H-chromen-4-one